N1=CC=C(C=C1)CC(=O)OC1=NC=CC=C1 pyridin-2-yl 2-(pyridin-4-yl)acetate